E-β-Homoproline N1[C@@H](CCC1)CC(=O)O